(1R,3R,4S)-p-menthan-3-yl 2-aminobenzoate NC1=C(C(=O)O[C@@H]2C[C@@H](CC[C@H]2C(C)C)C)C=CC=C1